NCC1=CC=C(C=C1)S 4-(aminomethyl)benzene-1-thiol